ethylcyclopropan-1-amine hydrochloride Cl.C(C)C1(CC1)N